O\N=C\C=1C=C(C=NC1)C=1C=C(C(=O)O)C=CC1 (E)-3-(5-((Hydroxyimino)methyl)pyridine-3-yl)benzoic acid